FC1(C[C@H](CC1)C\C=N\[S@](=O)C(C)(C)C)F (R)-N-((E)-2-((R)-3,3-difluorocyclopentyl)ethylidene)-2-methylpropane-2-sulfinamide